Cl.COC=1C=C2C(N(N=C(C2=CC1OC)CC1=CC=C(C=C1)NS(=O)=O)C)=O N-(4-((6,7-dimethoxy-3-methyl-4-oxo-3,4-dihydro-phthalazin-1-yl)methyl)phenyl)sulfonamide hydrochloride